FC=1C=CC(=NC1)OCC1N(C2CC(C1C)C2)C(=O)C2=NC(=CC=C2C2=NC=CC=N2)C 3-{[(5-Fluoropyridin-2-yl)oxy]methyl}-4-methyl-2-[6-methyl-3-(pyrimidin-2-yl)pyridin-2-carbonyl]-2-azabicyclo[3.1.1]heptan